1-(4-(4,4-difluorocyclohexyloxy)phenyl)-5-((4-hydroxy-1-(4-methylpiperazine-1-carbonyl)piperidin-4-yl)methyl)-1H-pyrazolo[3,4-d]pyrimidin-4(5H)-one FC1(CCC(CC1)OC1=CC=C(C=C1)N1N=CC2=C1N=CN(C2=O)CC2(CCN(CC2)C(=O)N2CCN(CC2)C)O)F